(S)-4-(2-(4-(6-((4-Cyano-2-fluorobenzyl)oxy)pyridin-2-yl)-2-fluoro-5-methylphenyl)acetamido)-3-((oxetan-2-ylmethyl)amino)benzoic acid C(#N)C1=CC(=C(COC2=CC=CC(=N2)C2=CC(=C(C=C2C)CC(=O)NC2=C(C=C(C(=O)O)C=C2)NC[C@H]2OCC2)F)C=C1)F